1-(4-(3-((4-amino-7-((1s,3s)-3-hydroxycyclobutyl)-5-(4-phenoxyphenyl)-7H-pyrrolo[2,3-d]pyrimidin-6-yl)ethynyl)azetidin-1-yl)piperidin-1-yl)prop-2-en-1-one NC=1C2=C(N=CN1)N(C(=C2C2=CC=C(C=C2)OC2=CC=CC=C2)C#CC2CN(C2)C2CCN(CC2)C(C=C)=O)C2CC(C2)O